N[C@@H](C(=O)O)CNC(C1=CC(=CC(=C1)F)C1=C(C=NO1)CC)=O (R)-2-amino-3-(3-(4-ethylisoxazol-5-yl)-5-fluorobenzamido)propanoic acid